[K].N1N=NN=C1C=1C=C(C=CC1)N1C2=C(NC(CC1=O)=O)C1=CC=CC=C1C=C2 5-[3-(1H-tetrazol-5-yl)phenyl]-1H-naphtho[1,2-b][1,4]diazepine-2,4(3H,5H)-dione potassium salt